(2-(2-ethoxyethoxy)ethyl)aniline C(C)OCCOCCNC1=CC=CC=C1